allyltris(t-butoxy)tin C(C=C)[Sn](OC(C)(C)C)(OC(C)(C)C)OC(C)(C)C